6-oxo sulfate S1(=O)(=O)OOO1